tert-butyl (5-(3-(bromomethyl)-4-chlorophenoxy)pentyl)carbamate BrCC=1C=C(OCCCCCNC(OC(C)(C)C)=O)C=CC1Cl